[N+](=O)([O-])C1=C(C(=O)N)C=CC=C1 (2-nitro)benzamide